COC=1C=C(C=C(C1)OC)C#CC1=NN(C2=NC=NC(=C21)N)C2CNCC2 3-((3,5-dimethoxyphenyl)ethynyl)-1-(pyrrolidin-3-yl)-1H-pyrazolo[3,4-d]pyrimidin-4-amine